(1R,3S)-3-(3-(3-(2-formyl-3-hydroxyphenyl)-2,5-dihydro-1H-pyrrole-1-carboxamido)-1H-pyrazol-5-yl)cyclopentyl isopropylcarbamate C(C)(C)NC(O[C@H]1C[C@H](CC1)C1=CC(=NN1)NC(=O)N1CC(=CC1)C1=C(C(=CC=C1)O)C=O)=O